N-(2-chloro-3-{4-[6-(2-ethoxyethoxy)pyridin-3-yl]-6-oxo-1,6-dihydropyrimidin-2-yl}-4-fluorobenzyl)isobutyramide ClC1=C(CNC(C(C)C)=O)C=CC(=C1C=1NC(C=C(N1)C=1C=NC(=CC1)OCCOCC)=O)F